3-(2-(5-benzylpyrimidin-2-yl)ethyl)-6-(1-methyl-1H-pyrazol-4-yl)pyrazolo[1,5-a]pyridine C(C1=CC=CC=C1)C=1C=NC(=NC1)CCC=1C=NN2C1C=CC(=C2)C=2C=NN(C2)C